NC=1C(=NC2=C(C(=C(C=C2C1NC1C2CN(C1C2)C(=O)[O-])I)Br)F)N2CC(C2)N(C)C 5-((3-amino-7-bromo-2-(3-(dimethylamino)-azetidin-1-yl)-8-fluoro-6-iodoquinolin-4-yl)amino)-2-azabicyclo[2.1.1]hexane-2-carboxylate